3H-spiro[furo[2,3-c]pyridine-2,4'-piperidine]-5-carbonitrile N1CCC2(CC1)CC=1C(=CN=C(C1)C#N)O2